N-(4-((6-butyl-5-(2,6-dimethoxyphenyl)-4-hydroxy-2-oxo-1,2-dihydropyridin-3-yl)sulfonyl)phenyl)-4-fluorobenzamide C(CCC)C1=C(C(=C(C(N1)=O)S(=O)(=O)C1=CC=C(C=C1)NC(C1=CC=C(C=C1)F)=O)O)C1=C(C=CC=C1OC)OC